3-methyl-1-(tetrahydro-2H-pyran-4-yl)-8-(6-((1R)-1-(2-(3-(trifluoromethoxy)pyrrolidin-1-yl)ethoxy)ethyl)pyridin-3-yl)-1H-imidazo[4,5-c]cinnolin-2(3H)-one CN1C(N(C2=C1N=NC=1C=CC(=CC21)C=2C=NC(=CC2)[C@@H](C)OCCN2CC(CC2)OC(F)(F)F)C2CCOCC2)=O